(1S)-6-chloro-1-(2-methylprop-1-en-1-yl)-2-[4-(trifluoromethyl)-1,3,5-triazin-2-yl]-2,3,4,9-tetrahydro-1H-pyrido[3,4-b]indole ClC=1C=C2C3=C(NC2=CC1)[C@@H](N(CC3)C3=NC=NC(=N3)C(F)(F)F)C=C(C)C